1-(4-fluorophenyl)-2-(phenylsulfonyl)ethane-1-one 2-methoxyethyl-(3S,4R)-4-hydroxy-3-[(5S)-5H-imidazo[1,5-b]isoindol-5-yl]-8-azaspiro[4.5]decane-8-carboxylate COCCOC(=O)N1CCC2([C@@H]([C@@H](CC2)[C@@H]2N3C(C=4C=CC=CC24)=CN=C3)O)CC1.FC1=CC=C(C=C1)C(CS(=O)(=O)C1=CC=CC=C1)=O